3-(2-((R)-1-(2-(pyridin-2-yl)propan-2-yl)-3-((S)-2,2,2-trifluoro-1-hydroxyethyl)pyrrolidin-3-yl)ethyl)benzonitrile N1=C(C=CC=C1)C(C)(C)N1C[C@@](CC1)([C@@H](C(F)(F)F)O)CCC=1C=C(C#N)C=CC1